C(CCCCCCCCCCCCCCCCC)NCCCCCCCCCCCCCCCCCC N,N-di-n-octadecylamine